C1(=CC=C(C=C1)N(C1=CC=C(C=C1)C1=CC=C(C=C1)C1=CC=C(C=C1)N(C1=CC=CC=C1)C1=CC=C(C=C1)C1=C2C=CN(C2=CC=C1)C1=CC=CC=C1)C1=CC=CC=C1)C1=CC=CC=C1 4-{(biphenyl-4-yl)-phenylamino}-4''-[{4-(1-phenyl-indol-4-yl)phenyl}-phenylamino]-1,1':4',1''-terphenyl